2,2'-(4,10-bis(phosphonomethyl)-1,4,7,10-tetraazacyclododecane-1,7-diyl)diacetic acid P(=O)(O)(O)CN1CCN(CCN(CCN(CC1)CC(=O)O)CP(=O)(O)O)CC(=O)O